Cl.NCC[C@@H](C(=O)OC)O Methyl (2S)-4-amino-2-hydroxybutanoate hydrochloride